FC1=C(C(=CC=C1C=1N=CN(C1)CCC(C)C)O)C1CC(NS1(=O)=O)=O 5-(2-fluoro-6-hydroxy-3-(1-isopentyl-1H-imidazol-4-yl)phenyl)isothiazolidin-3-one 1,1-dioxide